ClC1=NC(=CC=N1)Cl 2,6-dichloro-pyrimidine